O1C2=C(OCC1)C=C(C=C2)C=2C(=NNC2)C2=C(C=C(C=C2)O)O 4-(4-(2,3-dihydrobenzo[b][1,4]dioxin-6-yl)-1H-pyrazole-3-yl)Benzene-1,3-diol